(2S)-2-({[(chloroacetyl)carbamoyl]oxy}methyl)pyrrolidine-1-carboxylic acid ClCC(=O)NC(=O)OC[C@H]1N(CCC1)C(=O)O